ClC1=CC=C(C(=N1)C(=O)O)NC(C)C=1C=C(C=C2C(N(C(=NC12)N1CC2=NC=CC=C2C1)C)=O)C 6-Chloro-3-[1-[2-(5,7-dihydropyrrolo[3,4-b]pyridin-6-yl)-3,6-dimethyl-4-oxoquinazolin-8-yl]ethylamino]pyridine-2-carboxylic acid